NC1=NC=NN2C1=C(C=C2C2CCN(CC2)C(C(C)C)=O)C2=CC=C(C=C2)NC(=O)C2=CN(C=C(C2=O)Br)C(C)C N-(4-(4-amino-7-(1-isobutyrylpiperidin-4-yl)pyrrolo[2,1-f][1,2,4]triazin-5-yl)phenyl)-5-bromo-1-isopropyl-4-oxo-1,4-dihydropyridine-3-carboxamide